BrC1=CC=CC2=C1C1=C(O2)C=CC(=C1)N1C2=CC=CC=C2C=2C=C(C=CC12)C1=CC=CC=C1 9-(9-bromodibenzofuran-2-yl)-3-phenylcarbazole